((4-(5-(((1S,3S)-3-(1H-tetrazol-5-yl)cyclohexyl)oxy)-6-methylpyridin-2-yl)-1-methyl-1H-1,2,3-triazol-5-yl)methoxy)-6-ethylpyrimidine N1N=NN=C1[C@@H]1C[C@H](CCC1)OC=1C=CC(=NC1C)C=1N=NN(C1COC1=NC(=CC=N1)CC)C